3-bromo-3,7-dimethyl-1,6-octadiene BrC(C=C)(CCC=C(C)C)C